((1H-pyrazol-3-yl)amino)-N-(1-methyl-3-(pyridin-2-yl)-1H-pyrazol-4-yl)pyrimidine-2-carboxamide N1N=C(C=C1)NC1=NC(=NC=C1)C(=O)NC=1C(=NN(C1)C)C1=NC=CC=C1